NC1=C(C2=C(S1)C(=CC=C2C=2C(=CC=1C3=C(C=NC1C2F)N(C([C@@H]2N3C[C@H](NC2)C)=O)C([2H])([2H])[2H])Cl)F)C#N 2-amino-4-((2R,4aR)-11-chloro-9-fluoro-2-methyl-6-(methyl-d3)-5-oxo-2,3,4,4a,5,6-hexahydro-1H-pyrazino[1',2':4,5]pyrazino[2,3-c]quinolin-10-yl)-7-fluorobenzo[b]thiophene-3-carbonitrile